sodium isopropoxide naphthalenesulfonate C1(=CC=CC2=CC=CC=C12)S(=O)(=O)O.CC([O-])C.[Na+]